2-Chloro-4-amino-5-methoxypyrimidine ClC1=NC=C(C(=N1)N)OC